[C+4].C1(=CC=CC=C1)[P+](C1=CC=CC=C1)(C1=CC=CC=C1)C1=CC=CC=C1 tetraphenylphosphonium carbon